4-amino-N-cyclopropyl-N-((5-ethynylpyridin-2-yl)methyl)-7-fluoro-1,3-dihydrofuro[3,4-c]quinoline-8-carboxamide NC1=NC=2C=C(C(=CC2C2=C1COC2)C(=O)N(CC2=NC=C(C=C2)C#C)C2CC2)F